N-(6-(2-(1H-benzo[d]imidazol-1-yl)ethyl)-3-cyano-4,5,6,7-tetrahydrothieno[2,3-c]pyridin-2-yl)-1-naphthamide N1(C=NC2=C1C=CC=C2)CCN2CC1=C(CC2)C(=C(S1)NC(=O)C1=CC=CC2=CC=CC=C12)C#N